N1C=NC(=C1)CCC(=O)OC1CCC2(C3CCC4(C(CCC4C3CC=C2C1)[C@H](C)CCCC(C)C)C)C 10,13-dimethyl-17-((R)-6-methylheptan-2-yl)-2,3,4,7,8,9,10,11,12,13,14,15,16,17-tetradecahydro-1H-cyclopenta[a]phenanthren-3-yl 3-(1H-imidazol-4-yl)propanoate